C(C)OC(=O)C1=C(C=NN1C1CC1)C cyclopropyl-4-methyl-1H-pyrazole-5-carboxylic acid ethyl ester